8-(1-methyl-1H-pyrazol-4-yl)-1-propyl-2-pyrrolidin-1-yl-1,7-dihydro-purin-6-one CN1N=CC(=C1)C1=NC=2N=C(N(C(C2N1)=O)CCC)N1CCCC1